N[C@]1(CN(CC1)C1=C(C(=CC(=C1)Cl)C=1C=CC2=C(CCO2)C1)CN1C2=NC=NC(=C2N=C1)N)C(=O)NC1CC1 (R)-3-amino-1-(2-((6-amino-9H-purin-9-yl)methyl)-5-chloro-3-(2,3-dihydrobenzofuran-5-yl)phenyl)-N-cyclopropylpyrrolidine-3-carboxamide